C(C)OC=1C=C(C(=O)O)C=CC1 3-ethoxybenzoic acid